O=C([C@@H](O)[C@@H](O)[C@H](O)C(=O)O)O lyxaric acid